(S)-N,N-dibenzyl-2-(3-(5-(trifluoromethyl)pyridin-2-yloxy)pyrrolidin-1-yl)benzamide C(C1=CC=CC=C1)N(C(C1=C(C=CC=C1)N1C[C@H](CC1)OC1=NC=C(C=C1)C(F)(F)F)=O)CC1=CC=CC=C1